3-ethyl-1-(4-methoxybenzyl)-8-vinyl-1H-pyrimido[4,5,6-de]quinazolin-2(3H)-one C(C)N1C(N(C2=CC(=CC=3C2=C1N=CN3)C=C)CC3=CC=C(C=C3)OC)=O